CN=NC Dimethyl-Diazene